(6aR,7R,10aS)-7,10a-dimethyl-8-oxo-2-(pyridin-4-yl)-4-(p-tolyl)-5,6,6a,7,8,10a-hexahydrobenzo[h]quinazoline-9-carbonitrile C[C@H]1C(C(=C[C@@]2([C@@H]1CCC=1C(=NC(=NC21)C2=CC=NC=C2)C2=CC=C(C=C2)C)C)C#N)=O